Tert-butyl 2-fluoro-2-[[3-(2-fluorophenyl)-2-oxobutyl]carbamoyl]-1,1-dioxo-1λ6-thiomorpholine-4-carboxylate FC1(CN(CCS1(=O)=O)C(=O)OC(C)(C)C)C(NCC(C(C)C1=C(C=CC=C1)F)=O)=O